(3-{4-[6-(cyclopropylethynyl)pyridin-3-yl]-6-oxo-1,6-dihydropyrimidin-2-yl}-2,4-difluorobenzyl)isobutyramide C1(CC1)C#CC1=CC=C(C=N1)C=1N=C(NC(C1)=O)C=1C(=C(CC(C(=O)N)(C)C)C=CC1F)F